2-[3-bromo-1-(3-chloro-2-pyridyl)-1H-pyrazol-5-yl]-6,8-dichloro-4H-3,1-benzoxazin-4-one BrC1=NN(C(=C1)C1=NC2=C(C(O1)=O)C=C(C=C2Cl)Cl)C2=NC=CC=C2Cl